ClC1=CC=C(C=C1)C1=N[C@H](C=2N(C3=C1C=C(C=C3)OC)C(=NN2)C)CC(=O)NCC 2-[(4S)-6-(4-Chlorophenyl)-1-methyl-8-(methyloxy)-4H-[1,2,4]triazolo[4,3-a][1,4]benzodiazepin-4-yl]-N-ethylacetamide